N,1-dimethyl-pyrazolo[3,4-d]pyrimidin-4-amine CNC1=C2C(=NC=N1)N(N=C2)C